C(=C\C1=CC=CC=C1)/C1=C(C2=CC=CC=C2C=C1)C(=O)OC Methyl (E)-2-styryl-1-naphthoate